1-(2-((6-Chloro-3-(3,4-dichlorophenyl)-9H-carbazol-1-yl)amino)ethyl)guanidine ClC=1C=C2C=3C=C(C=C(C3NC2=CC1)NCCNC(=N)N)C1=CC(=C(C=C1)Cl)Cl